CS(=O)(=O)C[C@@H]1[C@H](N(C1)C=1C=CC(=C2C=C(N=CC12)NC1=NC(=NC=C1)N1CCC(CC1)OCCO)C(C)C)C 2-({1-[4-({8-[(2R,3S)-3-(methanesulfonyl-methyl)-2-methylazetidin-1-yl]-5-(propan-2-yl)isoquinolin-3-yl}amino)pyrimidin-2-yl]piperidin-4-yl}oxy)ethan-1-ol